ClC1=CC(=C(C=C1)[C@@]1(OC2=C(O1)C=CC=C2CC2CCN(CC2)CC2=NC1=C(N2CC2=CN=CN2CC)C=C(C=C1)C(=O)O)C)F 2-[(4-{[(2S)-2-(4-chloro-2-fluorophenyl)-2-methyl-2H-1,3-benzodioxol-4-yl]methyl}piperidin-1-yl)methyl]-1-[(1-ethyl-1H-imidazol-5-yl)methyl]-1H-1,3-benzodiazole-6-carboxylic acid